FC1=CC=C(C=C1)C#C 4-fluorophenylacetylene